hexafluoro-2-propanol-d2 FOC(C([2H])([2H])F)(C(F)(F)F)F